N-(2-((1R,3S)-3-aminocyclopentane-1-carboxamido)ethyl)-4-((3-(1-(2,2-difluoroethyl)-3-(trifluoromethyl)-1H-pyrazol-4-yl)imidazo[1,2-a]pyrazin-8-yl)amino)-2-ethylbenzamide formate C(=O)O.N[C@@H]1C[C@@H](CC1)C(=O)NCCNC(C1=C(C=C(C=C1)NC=1C=2N(C=CN1)C(=CN2)C=2C(=NN(C2)CC(F)F)C(F)(F)F)CC)=O